Cl.O=C1C=C(C2=NC=3C=C4C(=CC3CN2C1)C=CC=C4)C(=O)N 2-oxo-12H-benzo[g]pyrido[2,1-b]quinazoline-4-carboxamide hydrochloride